FC1=C(C=CC=C1)C1=NN2C(C=CC=C2C(=O)NC2CC3=CC=CC=C3C2)=C1C(=O)N 2-(2-fluorophenyl)-N7-indan-2-yl-pyrazolo[1,5-a]pyridine-3,7-dicarboxamide